rac-(1S*,2S*)-N-(5-((4-((1H-pyrazol-1-yl)methyl)benzyl)oxy)pyridazin-3-yl)-2-(2-aminopyridin-3-yl)cyclopropane-1-carboxamide N1(N=CC=C1)CC1=CC=C(COC=2C=C(N=NC2)NC(=O)[C@@H]2[C@H](C2)C=2C(=NC=CC2)N)C=C1 |r|